3-phenylpropanethioate C1(=CC=CC=C1)CCC([O-])=S